CN1C(C(=CC=C1)C)C 1,2,3-trimethylpyridine